[Si](C)(C)(C(C)(C)C)OCC[C@@H](C1=NC2=C(N1[C@@H]1CC[C@H](CC1)OCC)C=CC(=C2)C=2C(=NOC2C)C)NC([O-])=O (S)-3-((t-butyldimethylsilyl)oxy)-1-(5-(3,5-dimethylisoxazol-4-yl)-1-((trans)-4-ethoxycyclohexyl)-1H-benzo[d]imidazol-2-yl)propylcarbamate